(2R)-2-{[(tert-butoxy)carbonyl]amino}butanoic acid C(C)(C)(C)OC(=O)N[C@@H](C(=O)O)CC